C(C)NC1=C(C=NN1)C(=O)N 5-(ethylamino)-1H-pyrazole-4-carboxamide